FC1=CC(=C(C=C1)N1CN(C(C2=C(C=CC=C12)C(F)(F)F)=O)C=1C=NC(=CC1)OC)OC 1-(4-fluoro-2-methoxyphenyl)-3-(6-methoxypyridin-3-yl)-5-(trifluoromethyl)-2,3-dihydroquinazolin-4(1H)-one